BrC1=C(C=C(C=C1)CC=CC(=O)OCC)F Ethyl 4-(4-bromo-3-fluorophenyl)but-2-enoate